(S)-4-(2-cinnamoylamino-3-phenylpropionamido)-N-hydroxybenzamide C(C=CC1=CC=CC=C1)(=O)N[C@H](C(=O)NC1=CC=C(C(=O)NO)C=C1)CC1=CC=CC=C1